C(C=C)(=O)OCC(Cl)(Cl)Cl 2,2,2-trichloroethyl acrylate